(3aS,6aS)-4-acetylhexahydropyrrolo[3,2-b]pyrrol C(C)(=O)N1CC[C@@H]2NCC[C@@H]21